C(#N)C=1C=C(COC2=C(CN[C@H](C(=O)O)C(C)O)C=C(C(=C2)OCC=2C(=C(C=CC2)C2=C(C(=CC=C2)C=2OC(=NN2)CN2CCC(CC2)O)C)C)[N+](=O)[O-])C=CC1 (2S)-2-((2-((3-cyanobenzyl)oxy)-4-((3'-(5-((4-hydroxypiperidin-1-yl)methyl)-1,3,4-oxadiazol-2-yl)-2,2'-dimethyl-[1,1'-biphenyl]-3-yl)methoxy)-5-nitrobenzyl)amino)-3-hydroxybutyric acid